4-((5,6-dichloro-2,3-dihydro-1H-inden-2-yl)oxy)-1H-1,2,3-triazole-5-carboxylic acid ClC=1C=C2CC(CC2=CC1Cl)OC=1N=NNC1C(=O)O